CC1=C(OC2=C1C=C(C=C2)S(N(CCC2=CC=CC=C2)C2=C(C=CC=C2)N2CCN(CC2)C(C2=CC=C(C=C2)[N+](=O)[O-])=O)(=O)=O)C(=O)O 3-Methyl-5-(N-(2-(4-(4-nitrobenzoyl)piperazin-1-yl)phenyl)-N-phenethylsulfamoyl)benzofuran-2-Carboxylic acid